(Z)-((2S,3R,4R)-2-(3,4-dimethoxyphenyl)-4-(4-(trifluoromethyl)benzyl)tetrahydrofuran-3-yl)methyl-2-methylbut-2-enoate COC=1C=C(C=CC1OC)[C@H]1OC[C@@H]([C@@H]1COC(\C(=C/C)\C)=O)CC1=CC=C(C=C1)C(F)(F)F